N-[(3,5-difluoropyridin-2-yl)methyl]-5-methyl-2-[(3R)-3-methyl-[1,4'-bipiperidin]-1'-yl]-1,3-oxazol-4-carboxamide FC=1C(=NC=C(C1)F)CNC(=O)C=1N=C(OC1C)N1CCC(CC1)N1C[C@@H](CCC1)C